C(CCCCCCC\C=C/C\C=C/CCCCC)OC(CCCCCCCCCCCCCCCCC)=O Octadecanoic acid linoleyl ester